FC1=C2C(NC(C2=C(C(=C1F)F)F)=N)=N 4,5,6,7-tetrafluoro-1,3-diiminoisoindoline